CC=1N=C2N(C=C(C=C2)N2CN=CC=C2)C1 N-(2-methylimidazo[1,2-a]pyridin-6-yl)pyrimidine